C(C)(=O)SCC(=O)O.C1(CCC(N1)=O)=O succinimide (acetylthio)acetate